C1(CC1)N1N=C(N=C1)C=1C(=C(C=C(C1)F)N)OC 3-(1-cyclopropyl-1H-1,2,4-triazole-3-yl)-5-fluoro-2-methoxyPhenylamine